N-[[2-(6-fluoro-2-pyridyl)-1,6-naphthyridin-7-yl]methyl]-1,1-dioxo-3,6-dihydro-2H-4,1λ6-benzoxathiepine-8-carboxamide FC1=CC=CC(=N1)C1=NC2=CC(=NC=C2C=C1)CNC(=O)C=1C=C2C(=COCCS2(=O)=O)CC1